(2S,3S)-2-[(3-bromo-2-fluoro-phenyl)methyl]-3-[(1-fluorocyclopropyl)sulfonamido]piperidine-1-carboxylic acid tert-butyl ester C(C)(C)(C)OC(=O)N1[C@H]([C@H](CCC1)NS(=O)(=O)C1(CC1)F)CC1=C(C(=CC=C1)Br)F